5-(benzylthio)-2-((((1r,4r)-4-hydroxy-4-methylcyclohexyl)methyl)amino)-3-nitrophenol C(C1=CC=CC=C1)SC=1C=C(C(=C(C1)O)NCC1CCC(CC1)(C)O)[N+](=O)[O-]